COCCCC1COC2=CC=CC=C2C1NC=1C2=C(N=CN1)NC(=C2)C(F)(F)F N-[3-(3-METHOXYPROPYL)CHROMAN-4-YL]-6-(TRIFLUOROMETHYL)-7H-PYRROLO[2,3-D]PYRIMIDIN-4-AMINE